C(C)N(CCCCCCCCSC=1C=C2CN(C(C2=CC1)=O)C1C(NC(CC1)=O)=O)CC 3-(5-((8-(diethylamino)octyl)thio)-1-oxoisoindolin-2-yl)piperidine-2,6-dione